Phenyl(dimethylfluorenyl)[triazinyl](dibenzothiophenyl)terphenyl C1(=CC=CC=C1)C=1C(=C(C(=C(C1)C=1C(=CC=CC1)C1=CC=CC=C1)C1=CC=CC=2SC3=C(C21)C=CC=C3)C3=NN=NC=C3)C3=C(C(=CC=2C1=CC=CC=C1CC32)C)C